COC1=CC=C(C2=CC=CC=C12)C=NC1=CC(=CC=C1)[N+](=O)[O-] N-[(4-methoxy-1-naphthyl)methylene]-3-nitroaniline